isopropyl-methyl-sulfamic acid C(C)(C)N(S(O)(=O)=O)C